COC(=O)C=1C=CC2=C(N(C(=N2)CN2CCC(=CC2=O)C=2C(=NC=CC2)OCC2=CC=C(C=C2)OC)C[C@H]2OCC2)C1 (S)-2-((2-((4-methoxybenzyl)oxy)-6'-oxo-3',6'-dihydro-[3,4'-bipyridin]-1'(2'H)-yl)methyl)-1-(oxetan-2-ylmethyl)-1H-benzo[d]imidazole-6-carboxylic acid methyl ester